C(C)OC(C(C(Br)C1=CC=C(C=C1)[N+](=O)[O-])Br)=O 3-(4-Nitrophenyl)-2,3-dibromopropionic acid ethyl ester